2-(2,6-dioxopiperidin-3-yl)-4-(4-((4-ethoxy-4-methylpiperidin-1-yl)methyl)-2-fluorobenzylamino)isoindoline-1,3-dione O=C1NC(CCC1N1C(C2=CC=CC(=C2C1=O)NCC1=C(C=C(C=C1)CN1CCC(CC1)(C)OCC)F)=O)=O